NC1=NN2C([C@H]([C@@H](CC2)[C@@H]2N3C(C4=CC=CC=C24)=CN=C3)O)=C1 |&1:6| (4S,SR)-2-amino-5-((S)-5H-imidazo[5,1-a]isoindol-5-yl)-4,5,6,7-tetrahydropyrazolo[1,5-a]pyridin-4-ol